N1C=NC2=C1C=CC(=C2)NC2=NC(=NC=C2)NCCC2=CNC1=CC=C(C=C21)OC N4-(1H-benzo[d]imidazol-5-yl)-N2-[2-(5-methoxy-1H-indol-3-yl)ethyl]pyrimidine-2,4-diamine